CC=1C=CC(=NC1)CN1C[C@@H]2[C@H](C1)CC(C2)NC=2N=NC(=CC2)C2=C(C(=CC(=C2)F)F)F (3aR,5s,6aS)-2-((5-methylpyridin-2-yl)methyl)-N-(6-(2,3,5-trifluorophenyl)pyridazin-3-yl)octahydrocyclopenta[c]pyrrol-5-amine